COC1(CCOCC1)C1=CC=C[C@H](N1C(C)C1=C(C(=CC=C1)C(F)(F)F)C)C (R)-6-(4-Methoxytetrahydro-2H-pyran-4-yl)-2-methyl-N-(1-(2-methyl-3-(trifluoromethyl)phenyl)ethyl)pyridin